N(=[N+]=[N-])CCCNC(CCCCCCCCCCCCCCCCC(=O)OC(C)(C)C)=O tert-butyl 18-((3-azidopropyl) amino)-18-oxooctadecanoate